FC1=CC=C(C=C1)C1=C(C=C2CNC(C2=C1)=O)OC(C)C=1SC=C(N1)C 6-(4-fluorophenyl)-5-(1-(4-methylthiazol-2-yl)ethoxy)isoindolin-1-one